(8-chloro-1-methyl-6-(trifluoromethyl)-3,4-dihydroisoquinolin-2(1H)-yl)((R)-morpholin-2-yl)methanone ClC=1C=C(C=C2CCN(C(C12)C)C(=O)[C@H]1CNCCO1)C(F)(F)F